ClC=1C=C(OC2CCC(CC2)NC(=O)C=2N=NC(=CC2)N2CC(CCC2)CO)C=CC1C#N N-((1r,4r)-4-(3-Chloro-4-cyanophenoxy)cyclohexyl)-6-(3-(hydroxymethyl)piperidin-1-yl)pyridazine-3-carboxamide